C1=CC2=C(C=C1O)OC(=O)C(=C2[O-])N The molecule is an organic anion that is the conjugate base of 3-amino-4,7-dihydroxycoumarin, obtained by selective deprotonation of the 7-hydroxy group It is a conjugate base of a 3-amino-4,7-dihydroxycoumarin.